Tert-butyl 2-(phenylthio)piperidine-1-carboxylate C1(=CC=CC=C1)SC1N(CCCC1)C(=O)OC(C)(C)C